B(F)(F)F.C[Si](C)(C)[Li] (trimethylsilyl)lithium boron trifluoride